(4-(bis(4-methoxybenzyl)amino)-2-butoxyimidazo[2,1-f][1,2,4]triazin-7-yl)(2-(morpholinomethyl)phenyl)methanol COC1=CC=C(CN(C2=NC(=NN3C2=NC=C3C(O)C3=C(C=CC=C3)CN3CCOCC3)OCCCC)CC3=CC=C(C=C3)OC)C=C1